4-amino-7-fluoro-N-((1-methyl-5-(trifluoromethyl)-1H-benzo[d]imidazol-2-yl)methyl)-N-(2-oxopyrrolidin-1-yl)imidazo[1,5-a]quinoxaline-8-carboxamide NC=1C=2N(C3=CC(=C(C=C3N1)F)C(=O)N(N1C(CCC1)=O)CC1=NC3=C(N1C)C=CC(=C3)C(F)(F)F)C=NC2